tert-butyl 4-[7-({2,8-dimethylimidazo[1,2-a]pyrazin-6-yl}carbamoyl)-2-methylindazol-4-yl]piperazine-1-carboxylate CC=1N=C2N(C=C(N=C2C)NC(=O)C2=CC=C(C3=CN(N=C23)C)N2CCN(CC2)C(=O)OC(C)(C)C)C1